benzene sulfanate S(=O)O.C1=CC=CC=C1